(R)-N-((S)-(5-((R)-amino(cyclopropyl)methyl)-1-((2-(trimethylsilyl)ethoxy)methyl)-1H-benzo[d]imidazol-2-yl)(4,4-difluorocyclohexyl)methyl)-2-methylpropane-2-sulfinamide N[C@@H](C1=CC2=C(N(C(=N2)[C@@H](N[S@](=O)C(C)(C)C)C2CCC(CC2)(F)F)COCC[Si](C)(C)C)C=C1)C1CC1